FC=1C=NN(C1)C1=C2C=CC(=NC2=CC=C1)C(=O)O 5-(4-fluoro-1H-pyrazol-1-yl)quinoline-2-carboxylic acid